5-chloro-N-(3-cyano-4-fluorophenyl)-2-(4,4-difluoroazepan-1-yl)-6-(pyrrolidinyl)nicotinamide ClC=1C(=NC(=C(C(=O)NC2=CC(=C(C=C2)F)C#N)C1)N1CCC(CCC1)(F)F)N1CCCC1